CC1C(=C(OC1(C(F)(F)F)C)C(=O)[O-])OS(=O)(=O)C(F)(F)F 4,5-dimethyl-5-(trifluoromethyl)-3-(((trifluoromethyl)sulfonyl)oxy)-4,5-dihydrofuran-2-carboxylate